FC1=C(C=C(C=C1)OC(F)(F)F)N1CC2=CC=C(C=C2CC1)CCC(=O)O 3-(2-(2-fluoro-5-(trifluoromethoxy)phenyl)-1,2,3,4-tetrahydroisoquinolin-6-yl)propionic acid